FC1=C(N=CC2=C1N=C(N=C2N2C[C@H]1CC[C@@H](C2)N1C(=O)OC(C)(C)C)OCC1(N(CCC1)C)CO)C1=CC=CC2=CC=CC=C12 tert-butyl (1R,5S)-3-(8-fluoro-2-((2-(hydroxymethyl)-1-methylpyrrolidin-2-yl)methoxy)-7-(naphthalen-1-yl)pyrido[4,3-d]pyrimidin-4-yl)-3,8-diazabicyclo[3.2.1]octane-8-carboxylate